C(#N)C1=C(SC2=C1C(=NC=C2F)C=2C1=C(C=3C=NC(=NC3C2F)N2CC(C2)(N2CCCC2)C)COC1)NC(OC(C)(C)C)=O tert-Butyl (3-cyano-7-fluoro-4-(5-fluoro-3-(3-methyl-3-(pyrrolidin-1-yl)azetidin-1-yl)-7,9-dihydrofuro[3,4-f]quinazolin-6-yl)thieno[3,2-c]pyridin-2-yl)carbamate